ClC1=C(C=CC(=C1)CNC([2H])([2H])[2H])N1N=CC(=C1)C1=NC(=NC=C1C#N)NC1CCN(CC1)S(=O)(=O)C 4-(1-(2-Chloro-4-(((methyl-d3)amino)methyl)phenyl)-1H-pyrazol-4-yl)-2-((1-(methylsulfonyl)piperidin-4-yl)amino)pyrimidine-5-carbonitrile